C(C=1C(C(=O)[O-])=CC(C(=O)[O-])=CC1)(=O)OC(CCCCCCCCC)CCCCCCCC n-Octyldecyl trimellitate